(3-Cyano-2-methyl-phenyl)-3-(2,6-dimethyl-4-pyridyl)-N-(2-hydroxy-2-methyl-propyl)pyrazolo[1,5-a]pyrimidine-5-carboxamide C(#N)C=1C(=C(C=CC1)C1=NN2C(N=C(C=C2)C(=O)NCC(C)(C)O)=C1C1=CC(=NC(=C1)C)C)C